C1(CC1)C1=C(C(=O)OC)C=C(C(=C1)CN1CCN(CC1)C(NC1=CC=C(C=C1)C(NC[C@@H]([C@H]([C@@H]([C@@H](CO)O)O)O)O)=O)=O)OCC methyl 2-cyclopropyl-5-ethoxy-4-((4-((4-(((2S,3R,4R,5R)-2,3,4,5,6-pentahydroxyhexyl)carbamoyl)phenyl)carbamoyl) piperazin-1-yl)methyl)benzoate